COC(=O)C=1C=C2C[C@@]3(C(NC4=NC=C(C=C43)Br)=O)CC2=CC1 (S)-5'-bromo-2'-oxo-1,1',2',3-tetrahydrospiro[indene-2,3'-pyrrolo[2,3-b]pyridine]-5-carboxylic acid methyl ester